FC(C1=CC=C(C=C1)C1=NC=CC2=CC(=CC=C12)C(=O)O)(F)F 1-(4-(trifluoromethyl)phenyl)isoquinoline-6-carboxylic acid